C(CCCCCCCCC)C1=CC=CO1 5-decylfuran